6-((1S,4S)-2,5-diazabicyclo[2.2.1]heptan-2-yl)-N-(5-cyclopropylpyridin-3-yl)pyrido[3,2-d]pyrimidin-4-amine [C@@H]12N(C[C@@H](NC1)C2)C=2C=CC=1N=CN=C(C1N2)NC=2C=NC=C(C2)C2CC2